N1(CCSCC1)S(=O)(=O)NC1=C(C(=O)NC23CC(C2)(C3)C(F)(F)F)C=C(C=C1)C(F)(F)F 2-(thiomorpholine-4-sulfonylamino)-5-(trifluoromethyl)-N-(3-(trifluoromethyl)bicyclo[1.1.1]pentan-1-yl)benzamide